(S)-2-(2-isopropylphenyl)-9-(1-(4-(1-methyl-1H-imidazol-2-yl)phenyl)ethyl)-7,9-dihydro-8H-purin-8-one C(C)(C)C1=C(C=CC=C1)C1=NC=C2NC(N(C2=N1)[C@@H](C)C1=CC=C(C=C1)C=1N(C=CN1)C)=O